2-{[(tert-butoxy)carbonyl]amino}-3-(phenylsulfanyl)propanoic acid C(C)(C)(C)OC(=O)NC(C(=O)O)CSC1=CC=CC=C1